COCCCN1N=CC(=C1)NC=1N=C(C2=C(N1)SC=C2C)NC2=CC=CC(=N2)C(C)(C)O 2-(6-((2-((1-(3-methoxypropyl)-1H-pyrazol-4-yl)amino)-5-methylthieno[2,3-d]pyrimidine-4-yl)amino)pyridin-2-yl)propan-2-ol